N1CCP(CC1)=O 1,4-azaphosphinane-4-oxide